((3-Methyl-5-(2-phenylacetamido)phenyl)-carbamoyl)(3-(pyridin-2-ylmethyl)-1,2,3-oxadiazol-3-ium-5-yl)amide CC=1C=C(C=C(C1)NC(CC1=CC=CC=C1)=O)NC(=O)[N-]C1=C[N+](=NO1)CC1=NC=CC=C1